OCC1=C(N=NN1C)C1=CC=C(C(=N1)C)O[C@@H]1C[C@H](CCC1)C(=O)O (1S,3S)-3-((6-(5-(hydroxymethyl)-1-methyl-1H-1,2,3-triazol-4-yl)-2-methyl-pyridin-3-yl)oxy)cyclohexane-1-carboxylic acid